7-fluoro-1-methyl-1H-benzo[d]imidazol-5-amine hydrochloride Cl.FC1=CC(=CC2=C1N(C=N2)C)N